(R)-2-(2-(1-((tert-butoxycarbonyl)amino)ethyl)-4-fluorophenoxy)-2,2-difluoroacetic acid ethyl ester C(C)OC(C(F)(F)OC1=C(C=C(C=C1)F)[C@@H](C)NC(=O)OC(C)(C)C)=O